chloro-1'-(4-methoxybenzyl)spiro[azetidine-3,3'-indolin]-2'-one ClC1=C2C3(C(N(C2=CC=C1)CC1=CC=C(C=C1)OC)=O)CNC3